(2R)-N-[7-Fluoro-2-[[2-oxo-3-(3-oxo-4H-pyrazino[2,3-b][1,4]oxazin-6-yl)-1-oxa-3,8-diazaspiro[4.5]decan-8-yl]methyl]indan-5-yl]-2-(hydroxymethyl)pyrrolidine-2-carboxamide FC=1C=C(C=C2CC(CC12)CN1CCC2(CN(C(O2)=O)C2=NC3=C(OCC(N3)=O)N=C2)CC1)NC(=O)[C@]1(NCCC1)CO